CN(C(O)=O)C1=CC=C(C=C1)OC[C@@H]1CN([C@H](O1)C(F)(F)F)C1=CC(=C(C=C1)C#N)C(F)(F)F.IC1=C(C=CC=C1)CC[SiH](OC)OC (2-(iodophenyl)ethyl)dimethoxysilane methyl-(4-(((2R,5S)-3-(4-cyano-3-(trifluoromethyl)phenyl)-2-(trifluoromethyl)oxazolidin-5-yl)methoxy)phenyl)carbamate